sodium t-butyl-sulfinate C(C)(C)(C)S(=O)[O-].[Na+]